FC(C=1C=CC=2N(C1)C=C(N2)CNC2=NNC=C2)(F)F N-[[6-(trifluoromethyl)imidazo[1,2-a]pyridin-2-yl]methyl]pyrazole-3-amine